4-((5-((2-cyclopropyl-4-iodo-5-methylphenyl)amino)-1-methyl-1H-pyrazolo[4,3-b]pyridin-3-yl)oxy)-2,2-dimethylcyclohexane-1-carboxylic acid C1(CC1)C1=C(C=C(C(=C1)I)C)NC1=CC=C2C(=N1)C(=NN2C)OC2CC(C(CC2)C(=O)O)(C)C